ClC1=C(C=CC=C1C1=NC=CC(=C1Cl)C1=NC(=C(C=C1)CNCC1NC(CC1)=O)OC)NC(C1=NC=C(C(=C1)CN1CC(CC1)O)OC)=O N-(2-chloro-3-(3'-chloro-6-methoxy-5-((((5-oxopyrrolidin-2-yl)methyl)amino)methyl)-[2,4'-bipyridin]-2'-yl)phenyl)-4-((3-hydroxypyrrolidin-1-yl)methyl)-5-methoxypicolinamide